FC1=C(C=C(C=C1OC)OC)[C@H]1CCCC2=C(NN=C2C2=NNC=C2N)C1 (S)-3-(7-(2-fluoro-3,5-dimethoxyphenyl)-1,4,5,6,7,8-hexahydrocyclohepta[c]pyrazol-3-yl)-1H-pyrazol-4-amine